C1(CCCCC1)C(=O)[O-] cyclohexylcarboxylate